NCCN1CCC(CC1)N1C2=NC(=NC=C2N=C1NC1=CC(=CC=C1)C(F)(F)F)NC(C)(C)C 9-(1-(2-aminoethyl)piperidin-4-yl)-N2-tert-butyl-N8-(3-(trifluoromethyl)phenyl)-9H-purine-2,8-diamine